(2,3-dioleoyloxy-propyl)-trimethylammonium C(CCCCCCC\C=C/CCCCCCCC)(=O)OC(C[N+](C)(C)C)COC(CCCCCCC\C=C/CCCCCCCC)=O